ClC1=CC=C(C(=N1)OCC)CO (6-Chloro-2-ethoxypyridin-3-yl)methanol